4-(((7-Chloro-2-(trifluoromethyl)imidazo[1,2-a]pyrimidin-5-yl)amino)methyl)-4-phenylpiperidine-1-carboxamide ClC1=NC=2N(C(=C1)NCC1(CCN(CC1)C(=O)N)C1=CC=CC=C1)C=C(N2)C(F)(F)F